NC1=NN2C(C=C(C=C2)C=2C(=C(C(=O)NCC(C(O)C3=C(C=C(C=C3)C(F)(F)F)F)(F)F)C(=CC2)Cl)F)=N1 3-(2-amino-[1,2,4]triazolo[1,5-a]pyridin-7-yl)-6-chloro-N-(2,2-difluoro-3-(2-fluoro-4-(trifluoromethyl)phenyl)-3-hydroxypropyl)-2-fluorobenzamide